3,3'-dicyanobipyridine C(#N)C=1C(=NC=CC1)C1=NC=CC=C1C#N